ClC=1C=C(OC2CCC(CC2)N2NC=CC=C2N2N=C(N=C2)C(=O)N2CCNCC2)C=CC1C#N N-((1r,4r)-4-(3-chloro-4-cyanophenoxy)cyclohexyl)-6-(3-(piperazine-1-carbonyl)-1H-1,2,4-triazol-1-yl)pyridazine